[Cl-].CC=1C=C(C=C(C1)C)PC(C)(C)C (3,5-dimethylphenyl)tert-butylphosphine chloride